tert-butyl (S)-3-((6-(1H-pyrazol-4-yl)pyridin-3-yl)carbamoyl)piperidine-1-carboxylate N1N=CC(=C1)C1=CC=C(C=N1)NC(=O)[C@@H]1CN(CCC1)C(=O)OC(C)(C)C